1-methyl-7-oxo-4,5,6,7-tetrahydro-1H-pyrazolo[3,4-c]Pyridine-3-carbaldehyde oxime CN1N=C(C2=C1C(NCC2)=O)C=NO